NC1=C2C(=NC=N1)N(N=C2C2=NOC(=C2)C2CC2)C2CC(C2)C(=O)NCC (1s,3s)-3-[4-amino-3-(5-cyclopropyl-1,2-oxazol-3-yl)-1H-pyrazolo[3,4-d]pyrimidin-1-yl]-N-ethylcyclobutane-1-carboxamide